N,N'-(5-amino-3-iminopyridine-2,6(1H,3H)-diylidene)bis{6,7-dimethyl-2-[2-(4-methylpiperazin-1-yl)ethoxy]pyrazolo[1,5-a]pyridin-3-amine} NC1=CC(C(NC1=NC=1C(=NN2C1C=CC(=C2C)C)OCCN2CCN(CC2)C)=NC=2C(=NN1C2C=CC(=C1C)C)OCCN1CCN(CC1)C)=N